NC1=NC=C(C=C1O[C@H](C)C=1C=C(C=CC1)NC(C1=CC(=CC(=C1)C)Cl)=O)Cl (R)-N-(3-(1-((2-amino-5-chloropyridin-3-yl)oxy)ethyl)-phenyl)-3-chloro-5-methylbenzamide